1,1,1-trifluoro-3-methyl-2-butanone FC(C(C(C)C)=O)(F)F